1,1,1-trimethylolethane triacrylate C(C=C)(=O)O.C(C=C)(=O)O.C(C=C)(=O)O.C(O)C(C)(CO)CO